bromo-7,11b-dihydro-6H-indeno[2,1-c]chromene-3,6a,9,10-tetrol BrC1=C2C3C(COC2=CC(=C1)O)(CC1=CC(=C(C=C13)O)O)O